C=1N=CN2C1C1=CC=CC=C1C2C2C(CNCC2)O 4-(5H-imidazo[5,1-a]isoindol-5-yl)piperidin-3-ol